methyl-6-(1'-(3,3,3-trifluoro-2-hydroxy-2-phenylpropanoyl)-4,4'-bipiperidin-1-yl)isoquinolin-1(2H)-one CN1C(C2=CC=C(C=C2C=C1)N1CCC(CC1)C1CCN(CC1)C(C(C(F)(F)F)(C1=CC=CC=C1)O)=O)=O